ClC[C@@H]1OC1 (R)-2-(chloromethyl)oxirane